N1(N=CC=C1)C1=C(CN2CCC3(CC2)COC2=C4CN(C(C4=CC=C23)=O)C2C(NC(CC2)=O)=O)C=CC=C1 3-(1'-(2-(1H-pyrazol-1-yl)benzyl)-6-oxo-6,8-dihydro-2H,7H-spiro[furo[2,3-e]isoindole-3,4'-piperidin]-7-yl)piperidine-2,6-dione